bromo-(difluoromethyl)-triphenyl-phosphane BrC=1C(=C(C=CC1)P(C1=CC=CC=C1)C1=CC=CC=C1)C(F)F